NC=1C(=NC(=C(N1)C(F)(F)F)Br)C(=O)NCC=1N=C2N(C=CC=C2)C1 3-amino-6-bromo-N-(imidazo[1,2-a]pyridin-2-ylmethyl)-5-(trifluoromethyl)pyrazine-2-carboxamide